C1(=C(C=CC=C1)[Pd+])C1=CC=CC=C1 1,1'-Biphenyl-2-yl-palladium (II)